1,2,3,4-tetrahydro-1-naphthalenone C1(CCCC2=CC=CC=C12)=O